3-(4-methoxyphenyl)isoxazole COC1=CC=C(C=C1)C1=NOC=C1